ClC1C2(C=3C=NC=CC3N1C1=NC(=NC(=C1)C(C)C)C(C)(F)F)CC2 chloro-1'-(2-(1,1-difluoroethyl)-6-isopropylpyrimidin-4-yl)-1',2'-dihydrospiro[cyclopropane-1,3'-pyrrolo[3,2-c]pyridine]